BrC=1C=C2C(C(NC2=CC1)=O)=NN=C1SCC(N1C1=CC=C(C=C1)F)=O 5-bromo-3-(2-(3-(4-fluorophenyl)-4-oxothiazolidin-2-ylidene)hydrazono)-1H-indol-2-one